C\C(=C/COC(C)=O)\CCC=C(C)C Acetic acid (E)-3,7-dimethyl-2,6-octadienyl ester